(R)-6-((3-Fluoropyrrolidin-1-yl)methyl)-2-(2'-(4-methyl-4H-1,2,4-triazol-3-yl)-[1,1'-biphenyl]-3-yl)-4-(trifluoromethyl)isoindolin-1-one F[C@H]1CN(CC1)CC1=CC(=C2CN(C(C2=C1)=O)C=1C=C(C=CC1)C1=C(C=CC=C1)C1=NN=CN1C)C(F)(F)F